8-ethyl-5-[(3-methanesulfonylphenyl)methoxy]-2-(3-methyl-1-benzofuran-2-yl)quinoline-4-carboxylic acid C(C)C=1C=CC(=C2C(=CC(=NC12)C=1OC2=C(C1C)C=CC=C2)C(=O)O)OCC2=CC(=CC=C2)S(=O)(=O)C